C1(CCC1)OC1=NC=CC=C1N1CC2=CC=C(C=C2CC1)CCC(=O)O 3-(2-(2-Cyclobutoxypyridin-3-yl)-1,2,3,4-tetrahydroisoquinolin-6-yl)propionic acid